9-acetyl-3,4-dihydro-2H-[1,4]thiazepino[2,3,4-hi]indol-6-yl trifluoromethanesulfonate FC(S(=O)(=O)OC=1N2C3=C(C=C(C=C3C1)C(C)=O)SCCC2)(F)F